ClC=1C=C(C=CC1)P(C1=CC(=CC=C1)Cl)(C1=CC(=CC=C1)Cl)=O tris(3-chlorophenyl)phosphine oxide